9-chloro-7-(2-methylphenoxy)-1,2,3,4-tetrahydroacridine ClC=1C2=CC(=CC=C2N=C2CCCCC12)OC1=C(C=CC=C1)C